CC1(N=C(NC1=O)C1=NC=C(C=C1C(=O)O)CC)C(C)C 2-[4,5-Dihydro-4-methyl-4-(1-methylethyl)-5-oxo-1H-imidazol-2-yl]-5-ethyl-3-pyridinecarboxylic Acid